1-(methylamino)-4-(m-tolylamino)anthracene-9,10-dione CNC1=CC=C(C=2C(C3=CC=CC=C3C(C12)=O)=O)NC=1C=C(C=CC1)C